1-(2-(5-(2-chloropyridin-3-yl)isoindolin-2-yl)-2-oxoethyl)-1H-1,2,4-triazole-3-carbonitrile ClC1=NC=CC=C1C=1C=C2CN(CC2=CC1)C(CN1N=C(N=C1)C#N)=O